CC1=NC(=NN1C=1C=C2C=CN(C2=CC1)CC1=CC=C(C=C1)C1C[C@@H]2[C@@H](CN(C2)C)C1)C(=O)N 5-methyl-1-(1-(4-((3aR,5r,6aS)-2-methyloctahydrocyclopenta[c]pyrrol-5-yl)benzyl)-1H-indol-5-yl)-1H-1,2,4-triazole-3-carboxamide